8-(4-(2-Morpholinoethoxy)phenyl)-N2-(6-Morpholinopyridin-3-yl)quinazoline-2,4-diamine O1CCN(CC1)CCOC1=CC=C(C=C1)C=1C=CC=C2C(=NC(=NC12)NC=1C=NC(=CC1)N1CCOCC1)N